C(#N)CCC(=O)C1=CC2=C(S1)C=C(C(=C2)OCCCOC=2C=C1CN(CC1=CC2OC)C(C[C@@H](C(=O)O)C)=O)OC (S)-4-(5-(3-((2-(3-cyano-propanoyl)-6-methoxy-benzo[b]thiophen-5-yl)oxy)propoxy)-6-methoxy-isoindolin-2-yl)-2-methyl-4-oxobutanoic acid